F/C(=C/Cl)/C(F)(F)F (E)-2,3,3,3-tetrafluoro-1-chloroprop-1-ene